BrC1=CC=CC(=N1)OCC1=C(C=C(C=C1)C(F)(F)F)CCCO[Si](C)(C)C(C)(C)C 3-[2-[(6-bromo-2-pyridinyl)oxymethyl]-5-(trifluoromethyl)phenyl]propoxy-tert-butyl-dimethyl-silane